C12CNCC(CC1)N2C2=NN(C1=CC=C(C=C21)C=2SC1=C(N2)C=C(C(=C1C1=CC=C(C=C1)Cl)[C@@H](C(=O)OCC)OC(C)(C)C)C)C ethyl (2S)-2-(2-(3-(3,8-diazabicyclo[3.2.1]octan-8-yl)-1-methyl-1H-indazol-5-yl)-7-(4-chlorophenyl)-5-methylbenzo[d]thiazol-6-yl)-2-(tert-butoxy)acetate